BrC1=CN=C(C=2N1C=CN2)NC=2SC(=CN2)C2CCN(CC2)C(=O)OC(C)(C)C tert-butyl 4-[2-[(5-bromoimidazo[1,2-a]pyrazin-8-yl)amino]thiazol-5-yl]piperidine-1-carboxylate